[5-Amino-2-(4-methylpiperazin-1-yl)phenyl]methyl-3-[(tert-butyldiphenylsilyl)oxy]propanamide NC=1C=CC(=C(C1)CC(C(=O)N)CO[Si](C1=CC=CC=C1)(C1=CC=CC=C1)C(C)(C)C)N1CCN(CC1)C